(R)-5-[2-(5,6-diethyl-indan-2-ylamino)-1-hydroxyethyl]-8-benzyloxy-1H-quinoline-2-one salicylate C(C=1C(O)=CC=CC1)(=O)O.C(C)C=1C=C2CC(CC2=CC1CC)NC[C@H](O)C1=C2C=CC(NC2=C(C=C1)OCC1=CC=CC=C1)=O